O=C(COC(=O)C1C(C1)(F)F)CC1=CC=NC=C1 2-oxo-3-(pyridin-4-yl)propyl-2,2-difluorocyclopropane-1-carboxylate